3-[[1-[(3R,4S)-1-benzyl-3-(2-thienyl)piperidine-4-carbonyl]-4-hydroxy-4-piperidinyl]methyl]-6-methyl-7H-pyrrolo[2,3-d]pyrimidin-4-one C(C1=CC=CC=C1)N1C[C@@H]([C@H](CC1)C(=O)N1CCC(CC1)(O)CN1C=NC2=C(C1=O)C=C(N2)C)C=2SC=CC2